(3S)-3-[5-[4-[[1-[4-[(1R,2S)-6-hydroxy-2-[3-(trifluoromethoxy)phenyl]tetralin-1-yl]phenyl]-4-piperidyl]methyl]piperazin-1-yl]-1-oxo-isoindolin-2-yl]piperidine-2,6-dione OC=1C=C2CC[C@@H]([C@@H](C2=CC1)C1=CC=C(C=C1)N1CCC(CC1)CN1CCN(CC1)C=1C=C2CN(C(C2=CC1)=O)[C@@H]1C(NC(CC1)=O)=O)C1=CC(=CC=C1)OC(F)(F)F